2-(pyridin-2-yl)-6-(pyridin-2-ylmethyl)-4,5,6,7-tetrahydro-2H-pyrazolo[3,4-c]pyridinol N1=C(C=CC=C1)N1N=C2CN(CCC2=C1O)CC1=NC=CC=C1